(S)-N-((3,6-dibromopyridin-2-yl)methylene)-2-methylpropan-2-sulfinamide BrC=1C(=NC(=CC1)Br)C=N[S@@](=O)C(C)(C)C